FC(CCCC)(F)[C@@]1(O[C@@H]2CC([C@@H]([C@H]2CC1)CCCCCCC(=O)O)=O)O 7-[(1R,3R,6R,7R)-3-(1,1-difluoropentyl)-3-hydroxy-8-oxo-2-oxabicyclo[4.3.0]non-7-yl]heptanoic acid